(R)-1-((6-fluoro-2-(2-methoxy-7-methylquinoxalin-5-yl)thiazolo[5,4-b]pyridin-5-yl)oxy)propan-2-yl (6-((S)-3-hydroxypyrrolidine-1-carbonyl)pyridin-3-yl)carbamate O[C@@H]1CN(CC1)C(=O)C1=CC=C(C=N1)NC(O[C@@H](COC1=C(C=C2C(=N1)SC(=N2)C2=C1N=CC(=NC1=CC(=C2)C)OC)F)C)=O